2-methyl-3-(4-tert-butylphenyl)propanal Tin [Sn].CC(C=O)CC1=CC=C(C=C1)C(C)(C)C